O(C1=CC=CC=C1)NC(C)C (R/S)-(+/-)-phenoxy-2-propylamine